perfluoroundecane FC(C(C(C(C(C(C(C(C(C(C(F)(F)F)(F)F)(F)F)(F)F)(F)F)(F)F)(F)F)(F)F)(F)F)(F)F)(F)F